titanium-chromium-copper-niobium-silicon [Si].[Nb].[Cu].[Cr].[Ti]